NC=1C(=C(C=C2C=C(N=CC12)NC1=NN2CC(N(CCC2=C1)CC1COC1)=O)C=1C=NC=C(C1C)N)F 2-((8-amino-6-(5-amino-4-methylpyridin-3-yl)-7-fluoroisoquinolin-3-yl)amino)-6-(oxetan-3-ylmethyl)-5,6-dihydro-4H-pyrazolo[1,5-d][1,4]diazepin-7(8H)-one